(+/-)-N-((3R,4R)-3-fluoro-1-methylpiperidin-4-yl)-2-iodo-1-(2,2,2-trifluoroethyl)-1H-indol-4-amine F[C@@H]1CN(CC[C@H]1NC=1C=2C=C(N(C2C=CC1)CC(F)(F)F)I)C |r|